C1(CC1)C1=C(C(=NO1)C1=C(C=CC=C1Cl)Cl)CO[C@H]1C[C@@H](N(CC1)C1=CC=C(/C(=N/O)/N)C=C1)C (Z)-4-((2s,4r)-4-((5-cyclopropyl-3-(2,6-dichlorophenyl)isoxazol-4-yl)methoxy)-2-methylpiperidin-1-yl)-N'-hydroxybenzamidine